C(#N)C1=CC(=C(OCC2=NC=CC(=N2)OC2=C(C=C(C=C2)CC(=O)O)F)C=C1)F 2-(4-((2-((4-Cyano-2-fluorophenoxy)methyl)pyrimidin-4-yl)oxy)-3-fluorophenyl)acetic acid